C(=C)CC(=O)O.C(=C)N1C(CCC1)=O vinylpyrrolidinone vinylacetate